(R)-tert-butyl N-[[8-[2-(trifluoromethyl)-4-pyridyl]chroman-4-yl]methyl]carbamate FC(C1=NC=CC(=C1)C=1C=CC=C2[C@@H](CCOC12)CNC(OC(C)(C)C)=O)(F)F